N-(3-((4-((4-(4-acetylpiperazin-1-yl)-2-methoxyphenyl)amino)-5-(trifluoromethyl)pyrimidin-2-yl)amino)phenyl)acrylamide C(C)(=O)N1CCN(CC1)C1=CC(=C(C=C1)NC1=NC(=NC=C1C(F)(F)F)NC=1C=C(C=CC1)NC(C=C)=O)OC